ToluHydroQuinone C=1(C(C)=CC(O)=CC1)O